N1=CC=CC2=CC3=C(C=C12)C=CC(=C3O)O benzo[g]quinoline-6,7-diol